C(CCCCC)OC=1C(=NSN1)C12CN(CCC2O1)C 1-(4-hexyloxy-1,2,5-thiadiazol-3-yl)-3-methyl-7-oxa-3-azabicyclo[4.1.0]heptane